2-((N,N-diethylamino)methyl)-tetrahydroquinolin-8-one C(C)N(CC)CC1NC=2C(CC=CC2CC1)=O